BrC=1C=CC2=C(N(N=N2)C2=CC(=C(C(=C2)OC)OC)OC)C1 6-bromo-1-(3,4,5-trimethoxyphenyl)-1H-benzo[d][1,2,3]triazole